ClC1=CC=C(C=C1)C1=CC=C(N1C1=C(C=CC=C1)C(F)(F)F)C1=C(C(=O)NCCN(C)C)C=CC=C1 (5-(4-chlorophenyl)-1-(2-(trifluoromethyl)phenyl)-1H-pyrrol-2-yl)-N-(2-(dimethylamino)ethyl)benzamide